3-((4-(1-methyl-6-oxo-1,6-dihydropyridin-3-yl)-1H-pyrazol-1-yl)methyl)benzonitrile CN1C=C(C=CC1=O)C=1C=NN(C1)CC=1C=C(C#N)C=CC1